(2,6-dichlorobenzyloxy)-7-methyl-2,3-dihydro-1H-inden-1-one ClC1=C(COC2C(C3=C(C=CC=C3C2)C)=O)C(=CC=C1)Cl